C(C)(C)(C)OC(=O)N1C(CC1)C1=CC2=C(N(C(N2C)=O)C2C(NC(CC2)=O)=O)C=C1 [1-(2,6-dioxo-3-piperidinyl)-3-methyl-2-oxo-benzoimidazol-5-yl]azetidine-1-carboxylic acid tert-butyl ester